ClC1=NC(=NC(=C1)NCC=1N=C2N(C=C(C=C2)C2CC2)C1)C(=O)O 4-chloro-6-(((6-cyclopropylimidazo[1,2-a]pyridin-2-yl)methyl)amino)pyrimidine-2-carboxylic acid